(R)-N-(4-(8-amino-3,5-dimethylimidazo[1,5-a]pyrazin-1-yl)-3-ethylphenyl)-2-(3-fluorophenyl)-2-hydroxyacetamide NC=1C=2N(C(=CN1)C)C(=NC2C2=C(C=C(C=C2)NC([C@H](O)C2=CC(=CC=C2)F)=O)CC)C